3-(3-Fluorophenyl)-4,5-dihydro-1H-benzo[g]indole-2-carboxylic acid FC=1C=C(C=CC1)C1=C(NC=2C3=C(CCC12)C=CC=C3)C(=O)O